9,10-bis(1,1-biphenyl-2-yl)-N-[4-(9H-carbazol-9-yl)phenyl]-N-phenylanthracen-2-amine C1(=C(C=CC=C1)C=1C2=CC=CC=C2C(=C2C=CC(=CC12)N(C1=CC=CC=C1)C1=CC=C(C=C1)N1C2=CC=CC=C2C=2C=CC=CC12)C1=C(C=CC=C1)C1=CC=CC=C1)C1=CC=CC=C1